1-p-toluenesulfonyl-3-(4-chlorobutyl)-5-cyanoindole CC1=CC=C(C=C1)S(=O)(=O)N1C=C(C2=CC(=CC=C12)C#N)CCCCCl